10'-bromo-3'-(1,1,2,2-tetrafluoroethyl)-5'H,7'H-spiro[oxetane-3,6'-pyrrolo[1,2-a][1,2,4]triazolo[3,4-c][1,4]diazepine] BrC=1C=C2N(CC3(CN4C2=NN=C4C(C(F)F)(F)F)COC3)C1